O[C@H]1[C@@H](COC1)CNC(OC(C)(C)C)=O |r| tert-Butyl (((3R,4S)- and (3S,4R)-4-hydroxytetrahydrofuran-3-yl)methyl)carbamate